C1C2C(OC1=O)CCC1CCCCC12 Decahydronaphtho[2,1-b]Furan-2(1H)-one